methyl 6-cyclobutoxy-2-(1-methyl-2-oxabicyclo[2.1.1]hexan-4-yl)-2H-pyrazolo[3,4-b]pyridine-5-carboxylate C1(CCC1)OC=1C(=CC=2C(N1)=NN(C2)C21COC(C2)(C1)C)C(=O)OC